5-Acetyl-8-(4,4,5,5-tetramethyl-1,3,2-dioxaborolan-2-yl)-4,5-dihydro-1H-benzo[b][1,4]diazepin-2(3H)-one C(C)(=O)N1C2=C(NC(CC1)=O)C=C(C=C2)B2OC(C(O2)(C)C)(C)C